(6Ar,10aR)-1-hexyl-6,6,9-trimethyl-1,2,3,4,6a,7,10,10a-octahydronaphtho[1,2-c]isochromen-11-ol C(CCCCC)C1C=2C=C(C3=C(OC([C@@H]4CC=C(C[C@@H]34)C)(C)C)C2CCC1)O